norbornenespiropyran-acrylamide O1C2(C(=CC=C1)C=CC(=O)N)C1C=CC(C2)C1